D-3-mercaptophenylalanine SC=1C=C(C[C@@H](N)C(=O)O)C=CC1